N1=C(C=CC=C1)N1CCN(CC1)CC1=CC=C(C=C1)O 4-[[4-(2-pyridyl)-1-piperazinyl]methyl]phenol